N-(1-((4-fluorophenyl)sulfonyl)piperidin-4-yl)-5-(trifluoromethyl)pyridin-2-amine FC1=CC=C(C=C1)S(=O)(=O)N1CCC(CC1)NC1=NC=C(C=C1)C(F)(F)F